ClC=1C=2C(N=C3N(C2C=CC1)C1=CC(=CC=C1C3(C)C)C3CCN(CC3)C=3N=CC(=NC3)C(=O)O)=O 5-(4-(4-chloro-7,7-dimethyl-5-oxo-5,7-dihydroindolo[1,2-a]quinazolin-10-yl)piperidin-1-yl)pyrazine-2-carboxylic acid